N-(4-((2-(1,1-difluoroethyl)-6-methoxypyrimidin-4-yl)amino)-5-(5-fluoropyrimidin-2-yl)pyridin-2-yl)acetamide FC(C)(F)C1=NC(=CC(=N1)NC1=CC(=NC=C1C1=NC=C(C=N1)F)NC(C)=O)OC